ClC1=NC(=CC(=C1C)C)Cl 2,6-dichloro-3,4-dimethylpyridine